trans-4-methylcyclohexyl-N-nitrosourea C[C@@H]1CC[C@H](CC1)N(C(=O)N)N=O